[C-]#N.[C-]#N.C(C)N1C=[N+](C=C1)C.C(C)N1C=[N+](C=C1)C 1-ethyl-3-methylimidazolium dicyanide salt